N-((3R,4S)-1-cyano-4-methylpyrrolidin-3-yl)-2-fluoro-4-((R)-3-methoxypyrrolidin-1-yl)benzamide C(#N)N1C[C@@H]([C@H](C1)C)NC(C1=C(C=C(C=C1)N1C[C@@H](CC1)OC)F)=O